CC1(C(OC=2C=C(C=C(C2C1=O)O)O)=C1C=CC(O)(C=C1)C)O 3,4'-dimethyl-kaempferol